2-(2-((3-(2-chloro-6-methylphenyl)-5-cyclopropylisoxazol-4-yl)methylene)-7-azaspiro[3.5]non-7-yl)-4-fluorobenzo[d]thiazole-6-carboxylic acid ClC1=C(C(=CC=C1)C)C1=NOC(=C1C=C1CC2(C1)CCN(CC2)C=2SC1=C(N2)C(=CC(=C1)C(=O)O)F)C1CC1